6-(1H-indol-5-yl)-3,4-dihydroisoquinoline N1C=CC2=CC(=CC=C12)C=1C=C2CCN=CC2=CC1